BrC1=CC=C(C=C1)C=1C=2N(C=C(C1)C1=CC=CC=C1)C=C(N2)C2=CC=CC=C2 8-(4-bromophenyl)-2,6-diphenylimidazo[1,2-a]pyridine